OC=1C=C2CC[C@@H]([C@@H](C2=CC1)C1=C(C=C(C=C1)N1CCC(CC1)CN1CCN(CC1)C=1C=C2CN(C(C2=CC1)=O)[C@@H]1C(NC(CC1)=O)=O)C)C1=CC=CC=C1 (S)-3-(5-(4-((1-(4-((1R,2S)-6-hydroxy-2-phenyl-1,2,3,4-tetrahydronaphthalen-1-yl)-3-methylphenyl)piperidin-4-yl)methyl)piperazin-1-yl)-1-oxoisoindolin-2-yl)piperidine-2,6-dione